C[As]=S methylarsenic sulphide